ClC=1C(=C(C=CC1)C(C1=CC=CC=C1)(N)N)Cl Dichloro-diamino-diphenyl-methane